3-(N-piperidinyl)propyltrimethoxysilane N1(CCCCC1)CCC[Si](OC)(OC)OC